C12(CC1)C=1N(CCC2)N=C(C1)N Spiro[6,7-dihydro-5H-pyrazolo[1,5-a]pyridine-4,1'-cyclopropane]-2-amine